2,2'-(5-phenoxy-1,3-phenylene)bis(oxy)bis(3-methylpyridine) O(C1=CC=CC=C1)C=1C=C(C=C(C1)OC1=NC=CC=C1C)OC1=NC=CC=C1C